4-(2-fluorophenyl)-7-(4-(hydroxymethyl)-1,3-thiazol-5-yl)-2-(2-(2-propenoyl)-2,6-diazaspiro[3.4]octan-6-yl)-5,6-dihydro-3-quinolinecarbonitrile FC1=C(C=CC=C1)C1=C(C(=NC=2C=C(CCC12)C1=C(N=CS1)CO)N1CC2(CN(C2)C(C=C)=O)CC1)C#N